C(CCCC)C1=C(C=CC=C1)OC(NC1=CC=CC=C1)=O N-phenyl-carbamic acid (pentylphenyl) ester